BrC1=CC(=C(OC2(CC2)C#N)C=C1)[N+](=O)[O-] (4-bromo-2-nitrophenoxy)cyclopropane-1-carbonitrile